2-(10-phenylanthracene-9-yl)dibenzofuran C1(=CC=CC=C1)C1=C2C=CC=CC2=C(C2=CC=CC=C12)C1=CC2=C(OC3=C2C=CC=C3)C=C1